BrC1=C2C=CN(C2=CC=C1)CCBr 4-bromo-1-(2-bromoethyl)-indole